OC1=CC=C(C=C1)CCNC=O N-(4-hydroxyphenylethyl)formamide